N-(4'-cyclopropyl-5,6'-dimethoxy-[2,5'-bipyrimidin]-4-yl)-N-(4-(1-methyl-4-(trifluoromethyl)-1H-imidazol-2-yl)benzyl)hydroxylamine C1(CC1)C1=NC=NC(=C1C1=NC=C(C(=N1)N(O)CC1=CC=C(C=C1)C=1N(C=C(N1)C(F)(F)F)C)OC)OC